2-(4-bromo-2-fluorophenoxy)-5-chloro-3-fluoropyridine BrC1=CC(=C(OC2=NC=C(C=C2F)Cl)C=C1)F